bis(N,N'-diisopropylamino)methoxyphosphine C(C)(C)N(C(C)C)C(OP)N(C(C)C)C(C)C